(4-bromo-2-(methoxymethoxy)phenyl)(1-(3-bromo-6-methoxypyridin-2-yl)cyclopropyl)methanone BrC1=CC(=C(C=C1)C(=O)C1(CC1)C1=NC(=CC=C1Br)OC)OCOC